FC(C)(F)C1=NC(=CC(=N1)N1N=C(C=2C=NC(=CC21)NC(C)=O)N2CC(C(C2)C)N2CCCC2)C N-(1-(2-(1,1-Difluoroethyl)-6-methylpyrimidin-4-yl)-3-(4'-methyl-[1,3'-bipyrrolidin]-1'-yl)-1H-pyrazolo[4,3-c]pyridin-6-yl)acetamide